N-methyl-3-[2-[[(3S)-3-piperidyl]amino]-5-(trifluoromethyl)pyrimidin-4-yl]-1H-indole-6-sulfonamide CNS(=O)(=O)C1=CC=C2C(=CNC2=C1)C1=NC(=NC=C1C(F)(F)F)N[C@@H]1CNCCC1